5-azaspiro[2.4]heptan-7-carboxamid C1CC12CNCC2C(=O)N